C(=C)CO[SiH](OCCCCCCCCCCCC)OCCCCCCCCCCCC Vinylmethoxydilauryloxysilan